6-[6-cyclopropyl-5-oxo-7-(trifluoromethyl)imidazo[1,2-c]pyrimidin-2-yl]-5-ethylsulfonyl-pyridine-3-carbaldehyde C1(CC1)N1C(N2C(C=C1C(F)(F)F)=NC(=C2)C2=C(C=C(C=N2)C=O)S(=O)(=O)CC)=O